(S)-1-(2-(1-(4-(3-chloro-2-fluorophenoxy)phenyl)imidazo[1,5-a]pyrazin-3-yl)piperidin-1-yl)but-2-yn-1-one ClC=1C(=C(OC2=CC=C(C=C2)C=2N=C(N3C2C=NC=C3)[C@H]3N(CCCC3)C(C#CC)=O)C=CC1)F